Isodecyl neopentaneate C(C(C)(C)C)(=O)OCCCCCCCC(C)C